4-[5-(1-ethyl-3-methyl-1H-pyrazol-5-yl)-4H-1,2,4-triazol-3-yl]-1-[2-(piperidin-4-yl)ethyl]-1H-indazole-6-carboxamide C(C)N1N=C(C=C1C=1NC(=NN1)C1=C2C=NN(C2=CC(=C1)C(=O)N)CCC1CCNCC1)C